C(=O)C1=CC=C(C=C1)N(C1=CC=C(C=C1)C=O)C1=CC=C(C=C1)C=O tris-(4-formylphenyl)-amine